6-chloro-3-fluoro-8-((1S,2S)-2-(5-(trifluoromethoxy)pyridin-2-yl)cyclopropyl)imidazo[1,2-b]pyridazine ClC=1C=C(C=2N(N1)C(=CN2)F)[C@@H]2[C@H](C2)C2=NC=C(C=C2)OC(F)(F)F